C(C)(C)(C)NC(=O)C=1C(=NN(C1NC)C1CN(C1)C(C=C)=O)C#CC1=CC2=C(N(C=N2)C2CC2)C=C1F tert-butyl-3-[2-(1-cyclopropyl-6-fluoro-1,3-benzodiazol-5-yl)ethynyl]-5-(methylamino)-1-[1-(prop-2-enoyl)azetidin-3-yl]pyrazole-4-carboxamide